10-chloro-4,6,8-trimethylundecyl pentyloxymethyl ether C(CCCC)OCOCCCC(CC(CC(CC(C)Cl)C)C)C